NC=1N=NC(=CC1N1CCC(CC1)(C1=CC=CC=C1)NC(CC1CCNCC1)=O)C1=C(C=CC=C1)O N-(1-(3-amino-6-(2-hydroxyphenyl)pyridazin-4-yl)-4-phenylpiperidin-4-yl)-2-(piperidin-4-yl)acetamide